6-(3-(2-hydroxyethoxy)benzyl)-N2-methyl-N4-((1S,2S)-2-methylcyclopropyl)pyridine-2,4-dicarboxamide OCCOC=1C=C(CC2=CC(=CC(=N2)C(=O)NC)C(=O)N[C@@H]2[C@H](C2)C)C=CC1